4-[4-cyano-6-[1-[2-(1-hydroxycyclobutyl)ethyl]pyrazol-4-yl]-2-methylindazol-3-yl]-2-(difluoromethoxy)-6-methoxybenzamide C(#N)C=1C2=C(N(N=C2C=C(C1)C=1C=NN(C1)CCC1(CCC1)O)C)C1=CC(=C(C(=O)N)C(=C1)OC)OC(F)F